C(C)OC(=O)C=1C=NC2=C(C(=CC=C2C1CC)F)Br 8-Bromo-4-ethyl-7-fluoroquinoline-3-carboxylic acid ethyl ester